N1=CC=CC2=C1CCCCC2 5,6,7,8-tetrahydrocyclohepta-pyridin